2-{6-[(3R,5S)-3,5-dimethylpiperazin-1-yl]-1,2,4-triazin-3-yl}-5-(7-fluoro-2-methyl-2H-indazol-5-yl)pyridin-3-ol C[C@@H]1CN(C[C@@H](N1)C)C1=CN=C(N=N1)C1=NC=C(C=C1O)C1=CC2=CN(N=C2C(=C1)F)C